C1=CC2=C3C(=C1)C=CC4=C3C(=CC5=C4C6C(O6)C(C5O)O)C=C2 The molecule is an epoxide. It has a role as an intercalator. It derives from a hydride of a benzo[a]pyrene.